C1CCC2=CC(=CC=C12)CN[C@](C(=O)O)(CCC(C)(C)C)C (S)-2-{[(5-indanyl)methyl]amino}-2,5,5-trimethylhexanoic acid